3,7,10-tris(hexyloxy)-2,6,11-trihydroxybenzophenanthrene C(CCCCC)OC1=C(C=C2C=3C=C(C(=CC3C3=C(C2=C1)C=C(C(=C3)OCCCCCC)O)OCCCCCC)O)O